N1C=NC(=C1)CCNC(=O)C=1C=NN2C1N=C(C=C2)N2[C@H](CCC2)C2=C(C=CC(=C2)F)F (R)-N-(2-(1H-imidazol-4-yl)ethyl)-5-(2-(2,5-difluorophenyl)pyrrolidin-1-yl)pyrazolo[1,5-a]pyrimidine-3-carboxamide